5-(8-fluoro-[1,2,4]triazolo[1,5-a]pyridin-6-yl)-N-(2-(4-methylpiperazin-1-yl)pyridin-4-yl)-7H-pyrrolo[2,3-d]pyrimidin-2-amine FC=1C=2N(C=C(C1)C1=CNC=3N=C(N=CC31)NC3=CC(=NC=C3)N3CCN(CC3)C)N=CN2